S1SC(C2=C1C=CC=C2)=O 3H-benzo[c][1,2]dithiol-3-one